FC1=CC=C(CN2N=CN=C2N2CCN(CC2)C=2C=NN3C2C=CC(=C3)C=3C=NN(C3)C)C=C1 3-(4-(1-(4-fluorobenzyl)-1H-1,2,4-triazol-5-yl)piperazin-1-yl)-6-(1-methyl-1H-pyrazol-4-yl)pyrazolo[1,5-a]pyridine